tert-butyl (R)-5-((R)-(3-azido-2-fluorophenyl)(hydroxy)methyl)-2,2-dimethylpyrrolidine-1-carboxylate N(=[N+]=[N-])C=1C(=C(C=CC1)[C@H]([C@H]1CCC(N1C(=O)OC(C)(C)C)(C)C)O)F